C(C)OC([C@@H]([C@@H](C1=CC=CC=C1)NC(=O)OC(C)(C)C)O)=O.ClC1=NC=C(C=C1C(=O)NC1(CC1)C#N)OCC1(CC1)NS(=O)(=O)C(F)(F)F 2-chloro-N-(1-cyanocyclopropyl)-5-[[1-(trifluoromethylsulfonylamino)cyclopropyl]methoxy]pyridine-3-carboxamide ethyl-(2R,3R)-3-(tert-butoxycarbonylamino)-2-hydroxy-3-phenyl-propanoate